tricyclohexylphosphonium C1(CCCCC1)[PH+](C1CCCCC1)C1CCCCC1